5-amino-2-[2-(2,2-dimethylpropanoylamino)-3-pyridyl]-6-(5-methyl-1H-indazol-4-yl)pyrimidine-4-carboxamide NC=1C(=NC(=NC1C1=C2C=NNC2=CC=C1C)C=1C(=NC=CC1)NC(C(C)(C)C)=O)C(=O)N